N-(4-(3,4-difluorophenyl)-5-(1H-pyrazol-3-yl)thiazol-2-yl)-5-((2-hydroxy-3-methoxybenzyl)amino)-3-methylpyridine-2-sulfonamide FC=1C=C(C=CC1F)C=1N=C(SC1C1=NNC=C1)NS(=O)(=O)C1=NC=C(C=C1C)NCC1=C(C(=CC=C1)OC)O